3-fluorostyrene FC=1C=C(C=C)C=CC1